(1S)-2-(4-nitrophenyl)-1-(2-(thiophen-2-yl)thiazol-4-yl)ethanamine hydrobromide Br.[N+](=O)([O-])C1=CC=C(C=C1)C[C@H](N)C=1N=C(SC1)C=1SC=CC1